(1S,2S)-2-((6-(4-((6-(cyclopentylamino)pyrazin-2-yl)amino)-3-methylisoxazol-5-yl)-2-methylpyridin-3-yl)carbamoyl)cyclohexane-1-carboxylic acid C1(CCCC1)NC1=CN=CC(=N1)NC=1C(=NOC1C1=CC=C(C(=N1)C)NC(=O)[C@@H]1[C@H](CCCC1)C(=O)O)C